iodine nonane CCCCCCCCC.[I]